C12=CC=C(N1)C=C1C=CC(=N1)C=C1C=CC(N1)=CC=1C=CC(N1)=C2.[Mo+6] molybdenum (VI) porphyrin